C(C)OC(CC=1OC(=NN1)C1=C(N(C(C(=C1)C(NCC1=CC=C(C=C1)S(=O)(=O)C)=O)=O)C1=CC(=CC=C1)C(F)(F)F)C)=O {5-[5-(4-methanesulfonyl-benzylcarbamoyl)-2-methyl-6-oxo-1-(3-trifluoromethyl-phenyl)-1,6-dihydro-pyridin-3-yl]-[1,3,4]oxadiazol-2-yl}-acetic acid ethyl ester